O1CC(C1)N1CC(CC1)OC=C(C(=O)N)C=1C=C2C=NC=NC2=CC1 (1-(oxetan-3-yl)pyrrolidin-3-yl-oxy)quinazolin-6-yl-acrylamide